C(C)(=O)O[C@H]1[C@@H](O[C@@H]([C@@H]([C@@H]1OC(C)=O)OC(C)=O)COCC1=CC=CC=C1)Br 2,3,4-tri-O-acetyl-6-O-benzyl-β-D-galactopyranosyl bromide